4'-(dibenzothiophen-4-yl)-3,1'-biphenylboronic acid C1=CC=C(C=2SC3=C(C21)C=CC=C3)C3=CC=C(C=C3)C=3C=C(C=CC3)B(O)O